3-chloro-5-iodo-4H-benzo[e][1,2,4]thiadiazine 1,1-dioxide ClC1=NS(C2=C(N1)C(=CC=C2)I)(=O)=O